(6-Acetyl-5-fluoropyridin-2-yl)carbamic acid tert-butyl ester C(C)(C)(C)OC(NC1=NC(=C(C=C1)F)C(C)=O)=O